C(C)(=O)NC1=CC(=NN1C1=CC=C(CNCCC(=O)OCC)C=C1)C1=CC=C(C=C1)Cl ethyl 3-((4-(5-acetamido-3-(4-chlorophenyl)-1H-pyrazol-1-yl)benzyl)amino)propanoate